(2S,3R)-3-((2-aminopyridin-4-yl)methyl)-N2-(1-methyl-1H-pyrazol-3-yl)-N1-((R)-1-(3-chloro-2-methylphenyl)propyl)-N2-methyl-4-oxoazetidine-1,2-dicarboxamide NC1=NC=CC(=C1)C[C@@H]1[C@H](N(C1=O)C(=O)N[C@H](CC)C1=C(C(=CC=C1)Cl)C)C(=O)N(C)C1=NN(C=C1)C